1,N-diethylethylenediamine C(C)C(CN)NCC